(R/S)-2-(Benzo[b]thiophen-2-yl)-4-((1-(hydroxymethyl)cyclobutyl)amino)-6,7-dihydrothieno[3,2-d]pyrimidine 5-oxide S1C2=C(C=C1C=1N=C(C3=C(N1)CC[S@]3=O)NC3(CCC3)CO)C=CC=C2 |r|